(R)-N-(2-(diethylamino)ethyl)-5-ethyl-2-(6-(2-ethyl-5-fluoro-4-hydroxyphenyl)-1H-indazol-3-yl)-N-methyl-4,5,6,7-tetrahydro-3H-imidazo[5,4-c]pyridine-6-carboxamide C(C)N(CCN(C(=O)[C@H]1CC2=C(CN1CC)NC(=N2)C2=NNC1=CC(=CC=C21)C2=C(C=C(C(=C2)F)O)CC)C)CC